FC1=CC(=C(C=C1)C=1C=NC=2N(C1)C=C(N2)COC2=CC(=NC=C2)F)O 6-(4-fluoro-2-hydroxyphenyl)-2-(2-fluoropyridin-4-yloxymethyl)imidazo[1,2-a]pyrimidine